methyl N-[5-[6-[2-cyanoethyl-(3-methoxyphenyl) carbamoyl] imidazo[1,2-a]pyridin-3-yl]-2-pyridyl]carbamate C(#N)CCN(C(=O)C=1C=CC=2N(C1)C(=CN2)C=2C=CC(=NC2)NC(OC)=O)C2=CC(=CC=C2)OC